ethyl 2-(6-(1-(trifluoromethyl)cyclopropyl)pyridin-2-yl)propanoate FC(C1(CC1)C1=CC=CC(=N1)C(C(=O)OCC)C)(F)F